BrC=1C=C(C=C2CCCN(C12)[C@@H]1C[C@](N(C1)C(=O)OC(C)(C)C)(C)CO[Si](C)(C)C(C)(C)C)Cl (2R,4R)-tert-butyl 4-(8-bromo-6-chloro-3,4-dihydroquinolin-1(2H)-yl)-2-(((tert-butyldimethylsilyl)oxy)methyl)-2-methylpyrrolidine-1-carboxylate